2-(difluoromethyl)-1-[4,6-di(morpholin-4-yl)-1,3,5-triazin-2-yl]benzimidazole FC(C1=NC2=C(N1C1=NC(=NC(=N1)N1CCOCC1)N1CCOCC1)C=CC=C2)F